FN1C(NC2=C1C=CC(=C2)C(=O)N)OCCO 3-fluoro-2-(2-hydroxyethoxy)-1H-benzimidazole-6-carboxamide